CO[C@H](C)C1(CCC1)C(=O)O (R)-1-(1-methoxyethyl)cyclobutane-1-carboxylic acid